N-[(1R,2R)-1-[4-(2-fluoro-6-hydroxy-3-methoxybenzoyl)benzamido]-2,3-dihydro-1H-inden-2-yl]pyridine-4-carboxamide FC1=C(C(=O)C2=CC=C(C(=O)N[C@H]3[C@@H](CC4=CC=CC=C34)NC(=O)C3=CC=NC=C3)C=C2)C(=CC=C1OC)O